BrC=1C=CC(=C2C=C(N=NC12)I)N1CCN(CC1)C(=O)OC(C)(C)C tert-butyl 4-(8-bromo-3-iodocinnolin-5-yl)piperazine-1-carboxylate